4-nitro-1-naphthoic acid [N+](=O)([O-])C1=CC=C(C2=CC=CC=C12)C(=O)O